CC1=CC=2NC3=CC=C(C=C3C2C=C1)C 2,6-dimethyl-carbazole